8-(4-(4-(1,1-Dioxotetrahydro-2H-thiopyran-4-yl)-7H-pyrrolo[2,3-d]pyrimidin-6-yl)phenethyl)-2,8-diazaspiro[4.5]decane-2-carboxylic acid tert-butyl ester C(C)(C)(C)OC(=O)N1CC2(CC1)CCN(CC2)CCC2=CC=C(C=C2)C2=CC1=C(N=CN=C1C1CCS(CC1)(=O)=O)N2